but-2-ynylpyrrolidin C(C#CC)N1CCCC1